S1C(=NC2=C1C=CC=C2)C=2C(=C(C=C(C2)C)C=O)OC2=CC=C(C=1ON=NC12)[N+](=O)[O-] 5-(1,3-Benzothiazol-2-yl)-4-(7-nitro-2,1,3-benzofurazan-4-yloxy)-3-tolualdehyde